1-(2-(aminomethyl)-4-fluorobenzyl)-2-thioxo-1,2,3,5-tetrahydro-4H-pyrrolo[3,2-d]pyrimidin-4-one NCC1=C(CN2C(NC(C3=C2C=CN3)=O)=S)C=CC(=C1)F